7-(trifluoromethyl)-1,3-dihydro-2H-benzo[d]imidazol-2-one FC(C1=CC=CC2=C1NC(N2)=O)(F)F